C(C)N1C=C(C=C1)B1OC(C(O1)(C)C)(C)C 1-Ethyl-3-(4,4,5,5-tetramethyl-1,3,2-dioxaborolan-2-yl)-1H-pyrrole